FC1=C(C=CC=C1F)N1CC(NCC1)C(=O)N 4-(2,3-difluorophenyl)piperazine-2-carboxamide